2-[[5-ethylsulfanyl-6-[1-methyl-5-(trifluoro-methylsulfanyl)benzimidazol-2-yl]-3-pyridyl]oxy]-2-methyl-propanenitrile C(C)SC=1C=C(C=NC1C1=NC2=C(N1C)C=CC(=C2)SC(F)(F)F)OC(C#N)(C)C